NC=1C2=C(N=CN1)N(C=C2C=2SC1=C(C2)C=CC=C1OC)C1CN(C1)C(C=C)=O 1-(3-(4-amino-5-(7-methoxybenzothiophen-2-yl)-7H-pyrrolo[2,3-d]pyrimidin-7-yl)azetidin-1-yl)prop-2-en-1-one